(6-((5-bromo-2-((2-chloro-5-methyl-4-(4-(4-methylpiperazin-1-yl)piperidin-1-yl)phenyl)amino)pyrimidin-4-yl)amino)-2,3-dihydrobenzofuran-5-yl)dimethylphosphine oxide BrC=1C(=NC(=NC1)NC1=C(C=C(C(=C1)C)N1CCC(CC1)N1CCN(CC1)C)Cl)NC1=CC2=C(CCO2)C=C1P(C)(C)=O